6-(Cyclopropanecarboxamido)-4-((3-fluoro-2-(N-methylmethanesulfonamido)phenyl)amino)-N-methoxynicotinamide C1(CC1)C(=O)NC1=NC=C(C(=O)NOC)C(=C1)NC1=C(C(=CC=C1)F)N(S(=O)(=O)C)C